CC(=CCC[C@H]([C@H]1CC[C@@]2([C@@]1(CCC3=C2CC[C@@H]4[C@@]3(CC[C@H](C4(C)C)OC(=O)C)C)C)C)C(=O)O[C@H]5[C@@H]([C@H]([C@@H](CO5)O)O)O)C The molecule is a triterpene glycoside that consists of lanost-8,24-dien-21-oic acid substituted at by a alpha-acetyloxy group at position 3 and a beta-D-xylopyranosyl moiety at position 21 via a glycosidic linkage. Isolated from the fruit body of Fomitopsis pinicola, it exhibits inhibitory activity against COX-1 and COX-2. It has a role as a cyclooxygenase 1 inhibitor, a cyclooxygenase 2 inhibitor and a fungal metabolite. It is a beta-D-xyloside, an acetate ester, a tetracyclic triterpenoid, a triterpenoid saponin and a monosaccharide derivative. It derives from a hydride of a lanostane.